2-acetamido-N-(4,5-dimethylthiazol-2-yl)benzamide C(C)(=O)NC1=C(C(=O)NC=2SC(=C(N2)C)C)C=CC=C1